(S)-3-(8-chloro-1-iodoimidazo[1,5-a]pyrazin-3-yl)pyrrolidine-1-carboxylate ClC=1C=2N(C=CN1)C(=NC2I)[C@@H]2CN(CC2)C(=O)[O-]